(S)-(1-cyclohexyl-2-hydrazino-2-carbonylethyl)carbonic acid C1(CCCCC1)[C@@H](C(=C=O)NN)OC(O)=O